tert-butyl (S)-2-(((1-(4-fluoro-3-(trifluoromethyl)phenyl)cyclopropyl)(methoxycarbonyl) amino)methyl)pyrrolidine-1-carboxylate FC1=C(C=C(C=C1)C1(CC1)N(C(=O)OC)C[C@H]1N(CCC1)C(=O)OC(C)(C)C)C(F)(F)F